BrC=1C=C(C=CC1)C1(COC1)C(C1=NN=CN1CC)F 3-((3-(3-bromophenyl)oxetan-3-yl)fluoro-methyl)-4-ethyl-4H-1,2,4-triazole